ethyl-5-nitro-oxypentanoat C(C)OC(CCCCO[N+](=O)[O-])=O